BrC=1NC2=NC=NC(=C2N1)OC1(CC1)C 8-Bromo-6-(1-methylcyclopropoxy)-9H-purine